O[C@H]1[C@H](CCCC1)N1C=NC2=C(C1=O)C=C(N=C2C=2C=NC=CC2)C2=CC=C(C=C2)C(F)(F)F 3-((1S,2R)-2-hydroxycyclohexyl)-8-(pyridin-3-yl)-6-(4-(trifluoromethyl)phenyl)pyrido[3,4-d]pyrimidin-4(3H)-one